C(C)(C)(C)OC(=O)N[C@H](C(=O)OC)CC(C(=O)OC)OC1=NC(=NC=C1[N+](=O)[O-])Cl dimethyl (2S)-2-((tert-butoxycarbonyl)amino)-4-((2-chloro-5-nitropyrimidin-4-yl)oxy)pentanedioate